1-(6-(4-chloro-2-(4-(4-isopropylpiperazin-1-yl)phenyl)-1H-pyrrolo[2,3-b]pyridin-3-yl)indolin-1-yl)prop-2-en-1-one ClC1=C2C(=NC=C1)NC(=C2C2=CC=C1CCN(C1=C2)C(C=C)=O)C2=CC=C(C=C2)N2CCN(CC2)C(C)C